O1COC2=C1C=CC(=C2)C2=CC(=NN2)C2=CC(=CC=C2)Br 5-(1,3-benzodioxol-5-yl)-3-(3-bromophenyl)-1H-pyrazole